C(C)(C)(C)C=1C=C(C=C(C1O)C(C)(C)C)CCC(=O)OCC(COC(CCC1=CC(=C(C(=C1)C(C)(C)C)O)C(C)(C)C)=O)(COC(CCC1=CC(=C(C(=C1)C(C)(C)C)O)C(C)(C)C)=O)COC(CCC1=CC(=C(C(=C1)C(C)(C)C)O)C(C)(C)C)=O [3-[3-(3,5-di-tert-butyl-4-hydroxyphenyl)propanoyloxy]-2,2-bis[3-(3,5-di-tert-butyl-4-hydroxyphenyl)propanoyloxymethyl]-propyl] 3-(3,5-di-tert-butyl-4-hydroxy-phenyl)propanoate